(S)-2-amino-4-(6-(8-chloro-1,1-dihydroxy-2-phenyl-2H-benzo[e][1,2]thiazin-3-yl)-5-azaspiro[2.4]heptane-5-yl)-6-methylpyrimidine-5-carbonitrile NC1=NC(=C(C(=N1)N1CC2(CC2)C[C@H]1C=1N(S(C2=C(C1)C=CC=C2Cl)(O)O)C2=CC=CC=C2)C#N)C